OC1C(NCCC1)C(CCBr)=O 3-hydroxy-2-(3-bromopropionyl)piperidine